2-Amino-2-methyl-propionic acid NC(C(=O)O)(C)C